(S)-2-(5-cyclopropyl-4-(2-methyl-4-pivaloylpiperazin-1-yl)-7H-pyrrolo[2,3-d]pyrimidin-7-yl)isonicotinonitrile C1(CC1)C1=CN(C=2N=CN=C(C21)N2[C@H](CN(CC2)C(C(C)(C)C)=O)C)C=2C=C(C#N)C=CN2